3-(4,4,5,5-tetramethyl-1,3,2-dioxaborolan-2-yl)-1-tosyl-1H-pyrrolo[2,3-c]pyridine CC1(OB(OC1(C)C)C1=CN(C2=CN=CC=C21)S(=O)(=O)C2=CC=C(C)C=C2)C